CC1=CC=CC(=N1)C1=C(N=CN1)C=1C=C2C=C(C=NC2=CC1)NCCN[C@H]1CNCCC1 |r| N-[6-[5-(6-methyl-2-pyridyl)-1H-imidazol-4-yl]-3-quinolyl]-N'-[rac-(3R)-3-piperidyl]ethane-1,2-diamine